C(C)(=O)N1CCN(CC1)CC=1C=C(C=C(C1)C(F)(F)F)NC(=O)C1=CSC=2CN(CCC21)C(=O)C2=CN=C1N2C=CC=C1 N-(3-((4-Acetylpiperazin-1-yl)methyl)-5-(trifluoromethyl)phenyl)-6-(imidazo[1,2-a]pyridin-3-carbonyl)-4,5,6,7-tetrahydrothieno[2,3-c]pyridin-3-carboxamid